1,2-di-methoxyethane COCCOC